ClC1=CC=C(C=C1)C[C@H](C(=O)NN=C1NC(=CC(=C1)C1=NC(=NC=C1)NC1=CC=NN1C)F)NC(OC(C)(C)C)=O (R)-tert-butyl (3-(4-chlorophenyl)-1-(2-(6-fluoro-4-(2-((1-methyl-1H-pyrazol-5-yl)amino)pyrimidin-4-yl)pyridin-2(1H)-ylidene)hydrazinyl)-1-oxopropan-2-yl)carbamate